O=C1OCC2=CC(=CC=C12)CN1CC2=C(N=C(N=C2)N2C=CC=3C2=NC=C(C3)C#N)CC1 1-(6-((1-oxo-1,3-dihydroisobenzofuran-5-yl)methyl)-5,6,7,8-tetrahydropyrido[4,3-d]pyrimidin-2-yl)-1H-pyrrolo[2,3-b]pyridine-5-carbonitrile